F[C@H]1CN(CC[C@H]1NC1=CC=CC=2N1N=C(C2\C=C/C)C#CCNC2=C(C=C(C=C2)S(=O)(=O)C)OC)C N-((3S,4R)-3-fluoro-1-methylpiperidin-4-yl)-2-(3-((2-methoxy-4-(methylsulfonyl)phenyl)amino)prop-1-yn-1-yl)-3-((Z)-prop-1-en-1-yl)pyrazolo[1,5-a]pyridin-7-amine